C12CNCCC2CC1 3-azabicyclo[4.2.0]octane